2,4,6-trihydroxyl-methylbenzene tert-Butyl-(S)-4-(1-(3-aminophenyl)-3-(tetrahydro-2H-pyran-4-yl)-1H-pyrazolo[3,4-d]pyrimidin-4-yl)-3-methylpiperazine-1-carboxylate C(C)(C)(C)OC(=O)N1C[C@@H](N(CC1)C1=C2C(=NC=N1)N(N=C2C2CCOCC2)C2=CC(=CC=C2)N)C.OC2=C(C(=CC(=C2)O)O)C